CC=1C=C(C=CC1)C=1C(=C(C(=CC1O)CCCCC)C1=NN=C(N1)C)O 3'-methyl-3-(5-methyl-4H-1,2,4-triazol-3-yl)-4-pentyl-[1,1'-biphenyl]-2,6-diol